O1[C@@H](COCC1)CN1C[C@@H]2[C@H](C1)CC(C2)NC=2N=NC(=CC2C(F)(F)F)C2=C(C=CC(=C2)C)C (3aR,5s,6aS)-2-(((R)-1,4-dioxan-2-yl)methyl)-N-(6-(2,5-dimethylphenyl)-4-(trifluoromethyl)pyridazin-3-yl)octahydro-cyclopenta[c]pyrrol-5-amine